2-(((cis-3-(Hydroxymethyl)cyclohexyl)thio)methyl)-8-methylquinazolin-4(3H)-one OC[C@H]1C[C@H](CCC1)SCC1=NC2=C(C=CC=C2C(N1)=O)C